7-chloro-5-methyl-4,7-dihydro-[1,2,4]triazolo[1,5-a]pyrimidine ClC1C=C(NC=2N1N=CN2)C